FC1=CC=C(C=C1)N1C=2N(CCC1)N=C(N2)NC2=CC(=C(C=C2)N2N=C(N=C2)C)OC 4-(4-fluorophenyl)-N-[3-methoxy-4-(3-methyl-1,2,4-triazol-1-yl)phenyl]-6,7-dihydro-5H-[1,2,4]triazolo[1,5-a]pyrimidin-2-amine